2-[(3R)-4-[4-benzyloxy-1-(2,4-difluorophenyl)pyrazolo[3,4-d]pyrimidin-6-yl]morpholin-3-yl]acetonitrile C(C1=CC=CC=C1)OC1=C2C(=NC(=N1)N1[C@@H](COCC1)CC#N)N(N=C2)C2=C(C=C(C=C2)F)F